N-((6-cyclopropyl-[1,2,4]triazolo[1,5-b]pyridazin-2-yl)methyl)pyrimidin-4-amine C1(CC1)C=1C=CC=2N(N1)N=C(N2)CNC2=NC=NC=C2